1-(1-methyl-1H-1,2,3-triazol-5-yl)ethan-1-ol CN1N=NC=C1C(C)O